OCCCCCCC1=CC=C(C(=O)O)C=C1 p-hydroxyhexylbenzoic acid